2-hexyl-3-oxocyclopentane-1-carboxylate C(CCCCC)C1C(CCC1=O)C(=O)[O-]